CN1C=NC(=C1)\C(\C(\C)=N\NC(NCC)=S)=N/NC(NCC)=S (2E,2'E)-2,2'-(1-(1-methyl-1H-imidazol-4-yl)propane-1,2-diylidene)bis(N-ethylhydrazine-1-carbothioamide)